[Cu].CC1=COC=C1 (3-methylfuran) copper